trans-4-(2-(2-Aminothiazol-5-yl)imidazo[4,5-d]pyrrolo[2,3-b]pyridin-1(6H)-yl)cyclohexanecarbonitrile NC=1SC(=CN1)C1=NC=2C(=C3C(=NC2)NC=C3)N1[C@@H]1CC[C@H](CC1)C#N